ethyl (2R,3R)-3-cyclopropyl-1-((R)-p-tolylsulfinyl)aziridine-2-carboxylate C1(CC1)[C@@H]1[C@@H](N1[S@](=O)C1=CC=C(C=C1)C)C(=O)OCC